(S)-3-amino-2-(4-bromo-3-fluorophenyl)-1-(4-((5R,7R)-7-hydroxy-5-methyl-6,7-dihydro-5H-cyclopenta[d]pyrimidin-4-yl)piperazin-1-yl)propan-1-one NC[C@@H](C(=O)N1CCN(CC1)C=1C2=C(N=CN1)[C@@H](C[C@H]2C)O)C2=CC(=C(C=C2)Br)F